neopentylcyclohexan-1-amine C(C(C)(C)C)C1(CCCCC1)N